2-bromo-5-tert-butylterephthalaldehyde BrC1=C(C=O)C=C(C(=C1)C=O)C(C)(C)C